FC(C(=O)O)(F)F.N1CCC(CC1)OCC1=CC=NC=C1 4-((piperidin-4-yloxy)methyl)pyridine 2,2,2-trifluoroacetate